6-(butylamino)-3-(4-chlorophenyl)-1-Ethyl-5-phenyl-3,5-dihydroimidazo[4,5-c][1,2]thiazin-4(1H)-one 2,2-dioxide C(CCC)NC=1N(C2=C(N(S(C(C2=O)C2=CC=C(C=C2)Cl)(=O)=O)CC)N1)C1=CC=CC=C1